C(C=C)C=1C=C(C(=C(C1)CC(=O)OCC)OC)F ethyl 2-(5-allyl-3-fluoro-2-methoxyphenyl)acetate